6-cyclobutyl-N-(4,4-difluorocyclohexyl)-2-(1-methyl-1H-imidazol-5-yl)pyrimidine-4-carboxamide C1(CCC1)C1=CC(=NC(=N1)C1=CN=CN1C)C(=O)NC1CCC(CC1)(F)F